ClC1=C(C=CC(=C1)N(C(C#C)=O)C1(CCCCC1)C(NCC1=C(C=C(C=C1)OC)OC)=O)N(C(OC(C)(C)C)=O)C1CCC1 tert-butyl (2-chloro-4-(N-(1-((2,4-dimethoxybenzyl)carbamoyl)cyclohexyl)propiolamido) phenyl)(cyclobutyl)carbamate